NC1=NC=2C=CC(=CC2C=2N1C=NN2)C(=O)N(C2CCC1=NC(=CC=C12)C(F)(F)F)CC 5-amino-N-ethyl-N-(2-(trifluoromethyl)-6,7-dihydro-5H-cyclopenta[b]pyridin-5-yl)-[1,2,4]triazolo[4,3-c]quinazoline-9-carboxamide